FC1(CCC(CC1)COC(N[C@@H](CC(C)C)C(N[C@H](C(=O)N)C[C@H]1C(NCC1)=O)=O)=O)F.CC=1C=C(C(=O)C2=CC=CC3=C(C=CC=C23)C(C2=CC(=CC=C2)C)=O)C=CC1 1,5-bis(3-methylbenzoyl)naphthalene (4,4-difluorocyclohexyl)methyl-N-[(1S)-1-[[(1S)-2-amino-2-oxo-1-[[(3S)-2-oxopyrrolidin-3-yl]methyl]ethyl]carbamoyl]-3-methyl-butyl]carbamate